4-(4-bromo-2-chloro-3-fluorophenyl)morpholine BrC1=C(C(=C(C=C1)N1CCOCC1)Cl)F